C12(CC3CC(CC(C1)C3)C2)NCCCS(=O)(=O)O 3-(1-adamantyl)aminopropane-1-sulfonic acid